C(C1=C(C(=CC=C1)O)C)C1=C(C(=CC=C1)O)C methylenebis(o-cresol)